linoleylalcohol C(CCCCCCC\C=C/C\C=C/CCCCC)O